FC(C)(F)C1=NC(=CC(=N1)NC1=CC(=NC=C1C=1N=C2OCCN2C1)NC(C)=O)C N-(4-((2-(1,1-difluoroethyl)-6-methylpyrimidin-4-yl)amino)-5-(2,3-dihydroimidazo[2,1-b]oxazol-6-yl)pyridin-2-yl)acetamide